benzyl (R)-2-(benzyloxy)-4-(N-(4-cyclohexylbenzyl)-1-((2,3,5-trifluorophenyl)sulfonyl)pyrrolidine-2-carboxamido)benzoate C(C1=CC=CC=C1)OC1=C(C(=O)OCC2=CC=CC=C2)C=CC(=C1)N(C(=O)[C@@H]1N(CCC1)S(=O)(=O)C1=C(C(=CC(=C1)F)F)F)CC1=CC=C(C=C1)C1CCCCC1